C(#N)C1=CC=C(COC2=C(C=CC(=N2)C2=CC(=C(CC3=NC4=C(N3[C@@H]3COCC3(C)C)C=C(C=C4F)C(=O)O)C=C2)F)F)C=C1 (S)-2-(4-(6-((4-cyanobenzyl)oxy)-5-fluoropyridin-2-yl)-2-fluorobenzyl)-1-(4,4-dimethyltetrahydrofuran-3-yl)-4-fluoro-1H-benzo[d]imidazole-6-carboxylic acid